ethyl (triphenyl-λ5-phosphanylidene)acetate C1(=CC=CC=C1)P(C1=CC=CC=C1)(C1=CC=CC=C1)=CC(=O)OCC